[Si](C)(C)(C(C)(C)C)OCCC(C\C=N\S(=O)C(C)(C)C)C (E)-N-(5-((tert-butyldimethylsilyl)oxy)-3-methylpentylidene)-2-methylpropane-2-sulfinamide